Benzyl ((S)-1-(((S)-4-methyl-1-oxo-1-(((R)-5-oxo-1-((S)-2-oxopyrrolidin-3-yl)pentan-2-yl)amino) pentan-2-yl)amino)-3-(naphthalen-1-yl)-1-oxopropan-2-yl)carbamate CC(C[C@@H](C(N[C@@H](C[C@H]1C(NCC1)=O)CCC=O)=O)NC([C@H](CC1=CC=CC2=CC=CC=C12)NC(OCC1=CC=CC=C1)=O)=O)C